4-methylthio-4'-(4-methoxyphenylthio)benzophenone CSC1=CC=C(C(=O)C2=CC=C(C=C2)SC2=CC=C(C=C2)OC)C=C1